NC1=C(C(N(C2=CC=C(C=C12)C(F)(F)F)C)=O)C 4-amino-6-trifluoromethyl-1,3-dimethylquinolin-2(1H)-one